BrC1=CC=C(C=C1)CC(=O)NC1=C(C=CC(=C1)F)OC 2-(4-Bromophenyl)-N-(5-fluoro-2-methoxyphenyl)acetamide